NC1=C2C(=NC=C1C=O)N(C=C2)CC(=O)N2[C@@H]1C[C@@H]1C[C@H]2C(=O)NC2=NC(=CC=C2)Br (1R,3S,5R)-2-(2-(4-amino-5-formyl-1H-pyrrolo[2,3-b]pyridin-1-yl)acetyl)-N-(6-bromopyridin-2-yl)-2-azabicyclo[3.1.0]hexane-3-carboxamide